3-fluoro-6-[(methylcyclopropyl)oxy]-4-(prop-1-ynyl)benzene-1-carbonitrile FC=1C=C(C(=CC1C#CC)OC1(CC1)C)C#N